C(COCCC#N)OCCC#N 3,3'-[1,2-ethanediylbis(oxy)]dipropionitrile